N-methyl-3-(methyl(2-oxo-4-(o-tolyl)-2H-chromen-7-yl)amino)propenamide CNC(C=CN(C1=CC=C2C(=CC(OC2=C1)=O)C1=C(C=CC=C1)C)C)=O